1-((methylsulfonyl)methyl)-1H-imidazole-5-carboxylic acid CS(=O)(=O)CN1C=NC=C1C(=O)O